chlorine fluorine sulfate S(=O)(=O)([O-])[O-].[F].[Cl+].[Cl+]